tert-Butyl (2R)-2-[2-methyl-3-(trideuteriomethoxy)phenyl]-3-oxo-pyrrolidine-1-carboxylate CC1=C(C=CC=C1OC([2H])([2H])[2H])[C@H]1N(CCC1=O)C(=O)OC(C)(C)C